5-(2-fluoro-4-methyl-5-((2,2,2-trifluoroethyl)sulfinyl)phenyl)-2-(pyridin-3-yl)-2,5-dihydro-4H-pyrazolo[3,4-d]pyrimidin-4-one FC1=C(C=C(C(=C1)C)S(=O)CC(F)(F)F)N1C=NC=2C(C1=O)=CN(N2)C=2C=NC=CC2